NC1=NC(=C2N=CN(C2=N1)CC(=O)NC1=CC(=NN1CC)C)NCC1C(C1)(NC)NC 2-(2-amino-6-(((2,2-dimethylaminocyclopropyl)methyl)amino)-9H-purin-9-yl)-N-(1-ethyl-3-methyl-1H-pyrazol-5-yl)acetamide